C(=O)(O)C1CC2=CC(=CC=C2CC1)OC=1C=CC=2C=CC3=CC=CC=C3C2C1 2-carboxy-7-(phenanthren-3-yloxy)-1,2,3,4-tetrahydronaphthalene